C(C=C)(=O)OCCOCCOCCOCCOCCCCCCCCCCCC 2-[2-[2-(2-dodecyloxyethoxy)ethoxy]ethoxy]ethyl acrylate